4-(3-((3-(dimethylamino)propyl)amino)-6-(pyrazolo[1,5-a]pyrimidin-3-yl)-1H-pyrazolo[4,3-c]pyridin-1-yl)-3-methoxy-N-methylbenzenesulfonamide CN(CCCNC1=NN(C2=C1C=NC(=C2)C=2C=NN1C2N=CC=C1)C1=C(C=C(C=C1)S(=O)(=O)NC)OC)C